C(C)(C)(C)OC(=O)N1[C@H]2CC[C@@H]([C@@H]1C(=O)O)C2 (1S,3R,4R)-2-tert-butoxycarbonyl-2-azabicyclo[2.2.1]heptane-3-carboxylic acid